2-Ethylsulfanyl-4,6-diphenyl-nicotinonitrile C(C)SC1=C(C#N)C(=CC(=N1)C1=CC=CC=C1)C1=CC=CC=C1